C(C)(C)(C)OC(NC1[C@H]2CNC[C@@H]1CC2)=O.ClCC(=O)NC2=CC=C(CN1C(C(C3=CC(=CC=C13)NC(CCC)=O)=O)=O)C=C2 N-(1-(4-(2-chloroacetamido)benzyl)-2,3-diketoindol-5-yl)butanamide endo-tert-butyl-N-[(1R,5S)-3-azabicyclo[3.2.1]octan-8-yl]carbamate